ClC1=C(C=CC=C1Cl)N1N=NC=C1 1-(2,3-dichlorophenyl)-1H-1,2,3-triazole